C(#N)C1=C(C=C(C=C1)NC([C@@](CN1N=CC(=C1)C1=CC=C(C=C1)F)(C)O)=O)C(F)(F)F (S)-N-(4-cyano-3-(trifluoromethyl)phenyl)-3-(4-(4-fluorophenyl)-1H-pyrazol-1-yl)-2-hydroxy-2-methylpropanamide